7-(2-(((4,4-difluorocyclohexyl)methyl)amino)-7H-pyrrolo[2,3-d]pyrimidin-5-yl)-2,2-dimethylchroman-4-one FC1(CCC(CC1)CNC=1N=CC2=C(N1)NC=C2C2=CC=C1C(CC(OC1=C2)(C)C)=O)F